Ethylmethylphenylglycidate CCOC(=O)C1(C(O1)C)C2=CC=CC=C2